CC1=CC=C(C=C1)CCCNC(=S)NCC1=CC(=C(C=C1)O)OC 1-(4-methyl-phenylpropyl)-3-(4-hydroxy-3-methoxybenzyl)thiourea